((2R,3S,4R,5R)-5-cyano-3,4-dihydroxy-5-(4-(3-isopropylureido)pyrrolo[2,1-f][1,2,4]triazin-7-yl)tetrahydrofuran-2-yl)methyl tetrahydrogen triphosphate O(P(O)(=O)OP(=O)(O)OP(=O)(O)O)C[C@H]1O[C@]([C@@H]([C@@H]1O)O)(C1=CC=C2C(=NC=NN21)NC(=O)NC(C)C)C#N